C(=O)O.COCCOCCN1N=C(C(=C1)C=1C(=NC(=CC1)C1=NNC=C1)C(=O)N)C1=NC=CC=C1 (1-(2-(2-methoxyethoxy)ethyl)-3-(pyridin-2-yl)-1H-pyrazol-4-yl)-6-(1H-pyrazol-3-yl)picolinamide formate